2-(2-aminopyrimidin-5-yl)-9-ethyl-N-((2'-methyl-[2,4'-bipyridin]-5-yl)methyl)-9H-purin-6-amine NC1=NC=C(C=N1)C1=NC(=C2N=CN(C2=N1)CC)NCC=1C=CC(=NC1)C1=CC(=NC=C1)C